butyl-phosphonium tetrafluoroborate F[B-](F)(F)F.C(CCC)[PH3+]